C1(CCCC1)NC1=C(C=C2N(C(CN(S2(=O)=O)CCC)C(=O)OC)C1=O)CC1=CC=CC2=CC=CC=C12 methyl 7-(cyclopentylamino)-8-(naphthalen-1-ylmethyl)-6-oxo-2-propyl-3,4-dihydro-2H,6H-pyrido[1,2-e][1,2,5]thiadiazine-4-carboxylate 1,1-dioxide